(3-chloro-4-fluorophenyl)(5-methyl-4-(methylsulfonyl)-1-((2-(trimethylsilyl)ethoxy)methyl)-1H-imidazol-2-yl)methyl diisopropylcarbamate C(C)(C)N(C(OC(C=1N(C(=C(N1)S(=O)(=O)C)C)COCC[Si](C)(C)C)C1=CC(=C(C=C1)F)Cl)=O)C(C)C